C(C)(=O)NN=NN acetyl-azoamine